racemic-N-(8-fluoro-6-oxo-1,2,3,4,5,6-hexahydrophenanthridin-1-yl)-N-methyl-1H-indole-2-carboxamide FC=1C=C2C(NC=3CCC[C@H](C3C2=CC1)N(C(=O)C=1NC2=CC=CC=C2C1)C)=O |r|